(5-acetyl-4-chlorothiazol-2-yl)acetamide C(C)(=O)C1=C(N=C(S1)CC(=O)N)Cl